1,2,3,4-(4-pyridyl)cyclobutane C1CC(C1)C2=CC=NC=C2